2-((6-cyclopropyl-8-hydroxyimidazo[1,2-a]pyridin-2-yl)methyl)isoindoline-1,3-dione C1(CC1)C=1C=C(C=2N(C1)C=C(N2)CN2C(C1=CC=CC=C1C2=O)=O)O